1,10-Diisocyanato-decan N(=C=O)CCCCCCCCCCN=C=O